(2S)-1-({2-[(S)-amino(4-methylcyclohexyl)methyl]-4-fluoro-1H-benzimidazol-5-yl}methyl)pyrrolidine-2-carboxylic acid methyl ester COC(=O)[C@H]1N(CCC1)CC1=C(C2=C(NC(=N2)[C@H](C2CCC(CC2)C)N)C=C1)F